(2R)-2-((8-[(3beta)-cholest-5-en-3-yloxy]octyl)oxy)-N,N-dimethyl-3-[(9z,12z)-octadec-9,12-dien-1-yloxy]propan-1-amine CC(C)CCC[C@@H](C)[C@H]1CC[C@H]2[C@@H]3CC=C4C[C@H](CC[C@]4(C)[C@H]3CC[C@]12C)OCCCCCCCCO[C@H](CN(C)C)COCCCCCCCC\C=C/C\C=C/CCCCC